5-bromo-2-(trifluoromethyl)quinoline BrC1=C2C=CC(=NC2=CC=C1)C(F)(F)F